ClC=1C(=NN(C1)C1CCNCC1)OCC1=C(C=C(C#N)C=C1)F 4-[[4-chloro-1-(4-piperidyl)pyrazol-3-yl]oxymethyl]-3-fluoro-benzonitrile